NC=1N=NC(=CC1C=1C(=NN(C1)C1CCC(CC1)=O)C)C1=C(C=CC=C1)O 4-[4-[3-amino-6-(2-hydroxyphenyl)pyridazin-4-yl]-3-methyl-pyrazol-1-yl]cyclohexanone